4-(4-(chloromethyl)phenyl)-1-methyl-1H-1,2,3-triazole ClCC1=CC=C(C=C1)C=1N=NN(C1)C